dec-1-yl-1H-indole C(CCCCCCCCC)N1C=CC2=CC=CC=C12